CC=1C(C2=C(CCN(CC2)C2=NC(=NC=C2)N2CCCC2)C(C1C)=O)=O 7,8-dimethyl-3-(2-(pyrrolidin-1-yl)pyrimidin-4-yl)-2,3,4,5-tetrahydro-1H-benzo[d]azepine-6,9-dione